1,2-dimethyl-xylene CC1(C(C=CC=C1)(C)C)C